FC=1C=C2C=3C(=NNC(C3C1)=O)C(C(N2)C2=CC=C(C=C2)F)N2C(N(CC2=O)C2CCC2)=O 5-fluoro-8-(4-fluorophenyl)-9-(1-cyclobutyl-2,4-imidazolindione-3-yl)-8,9-dihydro-2H-pyrido[4,3,2-de]phthalazin-3(7H)-one